C(C)OC(\C=C\C(=O)C1=C(C=CC(=C1)[N+](=O)[O-])F)=O (E)-4-(2-fluoro-5-nitrophenyl)-4-oxobut-2-enoic acid ethyl ester